C(CC)C(CC)N(C)C propyl-dimethylpropylamine